2-((1S,3R)-2-(3-((tert-Butyldiphenylsilyl)oxy)-2,2-difluoropropyl)-3-methyl-2,3,4,9-tetrahydro-1H-pyrido[3,4-b]indol-1-yl)-5-(((R)-1-(3-fluoropropyl)pyrrolidin-3-yl)oxy)thiazole [Si](C1=CC=CC=C1)(C1=CC=CC=C1)(C(C)(C)C)OCC(CN1[C@@H](C=2NC3=CC=CC=C3C2C[C@H]1C)C=1SC(=CN1)O[C@H]1CN(CC1)CCCF)(F)F